3-[(dimethylamino)methyl]azetidin CN(C)CC1CNC1